5-(oxiran-2-yl)pentanoic acid O1C(C1)CCCCC(=O)O